3-methyl-1,11-dioxo-1,6,7,11-tetrahydro-3H-2,7-methanopyrido[1,2-a][1,4]diazonine-6-d-10-carboxamide CC1N2C(C=3N(C(C(C=C1)[2H])C2)C=C(C(C3)=O)C(=O)N)=O